3-[(2S)-oxetan-2-ylmethyl]-2-({3-[6-(pyridin-4-ylmethoxy)pyridin-2-yl]-3,8-diazabicyclo[3.2.1]octan-8-yl}methyl)-1,3-benzodiazole-5-carboxylic acid O1[C@@H](CC1)CN1C(=NC2=C1C=C(C=C2)C(=O)O)CN2C1CN(CC2CC1)C1=NC(=CC=C1)OCC1=CC=NC=C1